8-Bromobenzimidazolo-[2,1-b][1,3]benzoxazin-12-on BrC1=CC2=C(C=C1)N1C(OC3=C(C1=O)C=CC=C3)=N2